5-[5-fluoro-2-oxo-1,2-dihydro-indol-(3Z)-ylidenemethyl]-1H-pyrrole-3-carboxylic acid methyl ester COC(=O)C1=CNC(=C1)\C=C\1/C(NC2=CC=C(C=C12)F)=O